N1(N=NC=C1)CC1C[C@H](N(C1)C(CNC(=O)C=1C=CC=2SC3=CC=CC=C3OC2C1)=O)C(=O)OCC1=CC=CC=C1 Benzyl (2S)-4-((1H-1,2,3-triazol-1-yl)methyl)-1-((phenoxathiine-3-carbonyl) glycyl)pyrrolidine-2-carboxylate